C1(CC1)NC1(CCC1)CO (1-(cyclopropylamino)cyclobutyl)methanol